C(C)(=O)NC1=C(C=CC=C1)[As](O)(O)=O acetamidophenylarsonic acid